2,2-dimorpholinoethyl-imidazole O1CCN(CC1)C(CC=1NC=CN1)N1CCOCC1